2-(2-((5-(3-(aminomethyl)phenyl)-2-(2,2,2-trifluoro-1-hydroxyethyl)benzofuran-3-yl)methoxy)phenyl)acetic acid NCC=1C=C(C=CC1)C=1C=CC2=C(C(=C(O2)C(C(F)(F)F)O)COC2=C(C=CC=C2)CC(=O)O)C1